dioxa-8,9,10,11-tetrathia-4,15-disilaoctadecan OOC[SiH2]CCCSSSSCCC[SiH2]CCC